FC1(CCC(CC1)(C1=CC=C(C=C1)OC)C(=O)N1[C@H](CC(C1)=O)C(=O)NC1=CC=C2C(=N1)C=CN2C(=O)OC(C)(C)C)F tert-Butyl 5-[(1-{[4,4-difluoro-1-(4-methoxyphenyl)cyclohexyl]carbonyl}-4-oxo-D-prolyl)amino]-1H-pyrrolo[3,2-b]pyridine-1-carboxylate